BrC1=CC2=C(N=C(S2)NC(=O)C23CCCC(CCC2)(C3)C)C=C1 N-(6-Bromo-1,3-benzothiazol-2-yl)-5-methylbicyclo[3.3.1]nonan-1-carboxamid